FC1=C(C(=O)O)C=C(C=C1OC)CC1=NNC(C2=CC=CC=C12)=O 2-fluoro-3-methoxy-5-((4-oxo-3,4-dihydro-phthalazin-1-yl)methyl)benzoic acid